1-benzyloxycarbonyl-5-[tert-butyl-(diphenyl)silyl]oxy-3-(difluoromethyl)-piperidine-3-carboxylic acid C(C1=CC=CC=C1)OC(=O)N1CC(CC(C1)O[Si](C1=CC=CC=C1)(C1=CC=CC=C1)C(C)(C)C)(C(=O)O)C(F)F